C1(CC1)C=1C=NN(C1)[C@H]1[C@@H](CC1)C=1NC(C2=C(N1)N(N=C2C#N)[C@H](C)C=2C=NC(=CC2)C(F)(F)F)=O 6-((1R,2R)-2-(4-cyclopropyl-1H-pyrazol-1-yl)cyclobutyl)-4-oxo-1-((R)-1-(6-(trifluoromethyl)pyridin-3-yl)ethyl)-4,5-dihydro-1H-pyrazolo[3,4-d]pyrimidine-3-carbonitrile